BrC1=CC=2C(N=C1)=NN(C2)C 5-bromo-2-methyl-2H-pyrazolo[3,4-b]pyridine